N-[2-azabicyclo[2.2.1]heptan-5-yl[4,5-dichloro-2-(prop-2-en-1-yloxy)phenyl]methyl]-2-methylpropane-2-sulfinamide C12NCC(C(C1)C(NS(=O)C(C)(C)C)C1=C(C=C(C(=C1)Cl)Cl)OCC=C)C2